3-(2-methacryloyloxyethyl)-2,2,4,4-tetrafluorooxetane C(C(=C)C)(=O)OCCC1C(OC1(F)F)(F)F